[(3R)-3-methylpyrrolidin-3-yl]-4-[3-(2-isopropoxy-3-pyridyl)pyrazolo[1,5-a]pyrimidin-5-yl]piperazine-1-carboxylate C[C@@]1(CNCC1)OC(=O)N1CCN(CC1)C1=NC=2N(C=C1)N=CC2C=2C(=NC=CC2)OC(C)C